CC(C#CC(C)O)O 2,5-hexyne-diol